N-(1-methylcyclopropyl)-4-oxo-4,5,7,8-tetrahydroimidazo[1,2-a]thieno[3,2-e]pyrimidine-2-sulfonamide CC1(CC1)NS(=O)(=O)C1=CC=2C(NC=3N(C2S1)CCN3)=O